nickel sulfide sodium [Na].[Ni]=S